4-aminobenzenesulfonamide NC1=CC=C(C=C1)S(=O)(=O)N